BrC=1C(=C(C=C2CCCC(C12)(F)F)Cl)OC 8-Bromo-6-chloro-1,1-difluoro-7-methoxy-1,2,3,4-tetrahydronaphthalene